(S)-2-(((5-((4-(3-((2-(1-hydroxyethyl)-1H-imidazol-1-yl)methyl)isoxazol-5-yl)phenyl)ethynyl)pyridin-2-yl)methyl)amino)ethan-1-ol O[C@@H](C)C=1N(C=CN1)CC1=NOC(=C1)C1=CC=C(C=C1)C#CC=1C=CC(=NC1)CNCCO